ClC=1C(=NC(=NC1)N[C@H]1CN(CC1)C=1C=C2C(N(C(C2=CC1)=O)C1C(NC(CC1)=O)=O)=O)C1=CNC2=CC=CC=C12 5-((R)-3-((5-Chloro-4-(1H-indol-3-yl)pyrimidin-2-yl)amino)pyrrolidin-1-yl)-2-(2,6-dioxopiperidin-3-yl)isoindoline-1,3-dione